C(C)(C)(C)OC(=O)N1CCC(CC1)C#CCOC1=C(C(=CC(=C1)C(N)=O)[N+](=O)[O-])Cl 4-(3-(5-carbamoyl-2-chloro-3-nitrophenoxy)prop-1-yn-1-yl)piperidine-1-carboxylic acid tert-butyl ester